3,4-diphenylbutadiene C1(=CC=CC=C1)C(C=C)=CC1=CC=CC=C1